CC(=CCOC(CC1=CC(=C(C=C1)O)OC)=O)C 2-(4-Hydroxy-3-methoxy-phenyl)acetic acid-3-methylbut-2-enyl ester